1,4-naphthoquinone-2,6-disulfonic acid C1(C(=CC(C2=CC(=CC=C12)S(=O)(=O)O)=O)S(=O)(=O)O)=O